(E)-2-(4-(3-(2-methoxyquinolin-3-yl)-3-oxo-1-propen-1-yl)-2,6-dimethylphenoxy)-2-methylpropanoic acid COC1=NC2=CC=CC=C2C=C1C(/C=C/C1=CC(=C(OC(C(=O)O)(C)C)C(=C1)C)C)=O